C(C)N1N(C2=CC(=CC=C2C1=O)NC1=NC=C(C(=N1)N[C@H](CO)C1=CC=CC=C1)C1=NC(=NO1)N1CCOCC1)C(C)C (S)-2-ethyl-6-((4-((2-hydroxy-1-phenylethyl)amino)-5-(3-morpholino-1,2,4-oxadiazol-5-yl)pyrimidin-2-yl)amino)-1-isopropyl-1,2-dihydro-3H-indazol-3-one